ClC=1C=C(C=NC(C(=O)O)C(C)C)C=C(C1)OC(C1=CC(=CC=C1)C)=O 2-(3-chloro-5-(3-methylbenzoyl-oxy)benzylideneamino)-3-methylbutanoic acid